4-(5-cyclopropyl-1,2,4-oxadiazol-3-yl)-N-{(1S,6S)-2,2-dimethyl-6-[4-(propan-2-yl)piperazin-1-yl]cyclohexyl}-4-methylpiperidine-1-carboxamide C1(CC1)C1=NC(=NO1)C1(CCN(CC1)C(=O)N[C@H]1C(CCC[C@@H]1N1CCN(CC1)C(C)C)(C)C)C